[3-(1-piperazinyl)propyl]methylamine N1(CCNCC1)CCCNC